C(=O)O.O=C1NC(CCC1N1C(C2=CC=CC(=C2C1=O)NCCCCCCCNC(=O)C1CC1)=O)=O N-(7-((2-(2,6-dioxopiperidin-3-yl)-1,3-dioxoisoindol-4-yl)amino)heptyl)cyclopropane-1-carboxamide formate